C(#N)CCOC(C(=CC)N)=O amino-2-butenoic acid-2-cyanoethyl ester